(R)-1-(4-(2,6-di(benzyloxy)pyridin-3-yl)-3,5-difluorophenyl)pyrrolidine-3-carboxylic acid methyl ester COC(=O)[C@H]1CN(CC1)C1=CC(=C(C(=C1)F)C=1C(=NC(=CC1)OCC1=CC=CC=C1)OCC1=CC=CC=C1)F